1-amino(N-prop-2-yl)sulfonamide NCC(C)NS(=O)=O